3-[(diisopropylamino)-[(2R,5R)-5-(2,4-dioxopyrimidin-1-yl)-4-methoxy-2-(1-piperidyloxymethyl)tetrahydrofuran-3-yl]oxy-phosphanyl]oxypropanenitrile C(C)(C)N(C(C)C)P(OCCC#N)OC1[C@H](O[C@H](C1OC)N1C(NC(C=C1)=O)=O)CON1CCCCC1